N[C@@H](CCC(=O)NCCCC[C@@H](C(=O)NCCCC[C@@H](C(=O)OC(C1=CC=CC=C1)(C1=CC=CC=C1)C1=C(C=CC=C1)Cl)NC(=O)OCC1=CC=CC=C1)NC(=O)OC(C)(C)C)C(=O)OC(C)(C)C [(2-chlorophenyl)diphenylmethyl] (2S)-6-[[(2S)-6-[[(4S)-4-amino-5-tert-butoxy-5-oxo-pentanoyl]amino]-2-(tert-butoxycarbonylamino)hexanoyl]amino]-2-(benzyloxycarbonylamino)hexanoate